1-(((5S,7s,8r)-8-fluoro-3-(5-(2-hydroxypropan-2-yl)pyrazin-2-yl)-7-methyl-2-oxo-1-oxa-3-azaspiro[4.5]decan-7-yl)methyl)-1H-benzo[d]imidazole-6-carbonitrile F[C@H]1[C@](C[C@]2(CN(C(O2)=O)C2=NC=C(N=C2)C(C)(C)O)CC1)(C)CN1C=NC2=C1C=C(C=C2)C#N